2,2-dimethylpropyl 1-methacrylate C(C(=C)C)(=O)OCC(C)(C)C